ClC1=NC=C2NC(N(C2=N1)[C@@H]1COCC1)=O 2-chloro-9-[(3S)-tetrahydro-3-furanyl]-7,9-dihydro-8H-purin-8-one